(4-((5-chloro-2-phenylthiazol-4-yl)methoxy)-6-methoxybenzofuran-2-yl)-2-methoxyimidazo[2,1-b][1,3,4]thiadiazole ClC1=C(N=C(S1)C1=CC=CC=C1)COC1=CC(=CC2=C1C=C(O2)C2=CN=C1SC(=NN12)OC)OC